FC=1C=C(C=C(C1[C@H]1N([C@@H](CC2=C1NC1=CC=C(C=C21)F)C)CC(F)(F)F)F)N[C@@H]2CN(CC2)CCCF (S)-N-(3,5-difluoro-4-((1R,3R)-6-fluoro-3-methyl-2-(2,2,2-trifluoroethyl)-2,3,4,9-tetrahydro-1H-pyrido[3,4-b]indol-1-yl)phenyl)-1-(3-fluoropropyl)pyrrolidin-3-amine